tert-butyl N-[(1S)-1-(dicyclopropylmethyl)-2-[[6-(3,5-dimethyl-1H-pyrazol-4-yl)-5-methoxy-3-pyridyl]amino]-2-oxo-ethyl]carbamate C1(CC1)C([C@@H](C(=O)NC=1C=NC(=C(C1)OC)C=1C(=NNC1C)C)NC(OC(C)(C)C)=O)C1CC1